C(C)[C@]1(C(OCC=2C(N3CC=4C(=NC=5C=C(C(=C6C5C4C(CC6)C(=O)NCCO)C)F)C3=CC21)=O)=O)O (9S)-9-ethyl-5-fluoro-9-hydroxy-N-(2-hydroxyethyl)-4-methyl-10,13-dioxo-2,3,9,10,13,15-hexahydro-1H,12H-benzo[de]pyrano[3',4':6,7]indolizino[1,2-b]quinoline-1-carboxamide